O[C@H](C=O)[C@H]([C@@H]([C@@H](CO)O)O)O (2S,3S,4R,5R)-2,3,4,5,6-pentahydroxyhexanal